FC1=CC2=C(N(C(=N2)C=2C(=NON2)N)CC2=CC=NC=C2)C(=C1)F 4-(5,7-difluoro-1-(pyridin-4-ylmethyl)-benzoimidazol-2-yl)-1,2,5-oxadiazol-3-amine